ClC1=C2C=C(C(=C1)COC2)Cl 2,5-dichloro-para-xylylene ether